IC1=C(C(=O)NC2=CC(=CC=C2)F)C=CC=C1 2-iodo-N-(3-fluorophenyl)benzamide